2-methoxy-6-(trifluoromethyl)benzaldehyde COC1=C(C=O)C(=CC=C1)C(F)(F)F